C(=O)O.N=C1N(CC(OCCCCCCCCCC(N1)=O)=O)C([2H])([2H])[2H] 5-imino-4-trideuteriomethyl-1-oxa-4,6-diazacyclohexadecane-2,7-dione Formic Acid Salt